2-chloro-5-((3-fluoro-2-methylpyridin-4-yl)thio)pyrazine ClC1=NC=C(N=C1)SC1=C(C(=NC=C1)C)F